6-(2-Methoxyethoxy)-N-methyl-5-{[2-({[4-(piperidin-4-yl)phenyl]carbonyl}amino)pyridin-4-yl]oxy}-1H-indole-1-carboxamide COCCOC1=C(C=C2C=CN(C2=C1)C(=O)NC)OC1=CC(=NC=C1)NC(=O)C1=CC=C(C=C1)C1CCNCC1